8-((2-(2,6-dioxopiperidin-3-yl)-1-oxoisoindolin-4-yl)amino)octanoic acid O=C1NC(CCC1N1C(C2=CC=CC(=C2C1)NCCCCCCCC(=O)O)=O)=O